8-((6-chloropyridin-3-yl)methyl)-3-(3,4-dichlorophenyl)-2-thioxo-2,8-dihydropyrido[2,3-d]pyrimidin-4(3H)-one ClC1=CC=C(C=N1)CN1C=CC=C2C1=NC(N(C2=O)C2=CC(=C(C=C2)Cl)Cl)=S